3,3,4,4,5,5-hexafluorocyclopentane FC1(CCC(C1(F)F)(F)F)F